5,5',5''-(6-(4-(9H-carbazol-9-yl)phenyl)-4-([1,1'-biphenyl]-2-yl)pyridine-2,3,5-triyl)tris(5H-pyrido[4,3-b]indole) C1=CC=CC=2C3=CC=CC=C3N(C12)C1=CC=C(C=C1)C1=C(C(=C(C(=N1)N1C2=C(C=3C=CC=CC13)C=NC=C2)N2C1=C(C=3C=CC=CC23)C=NC=C1)C1=C(C=CC=C1)C1=CC=CC=C1)N1C2=C(C=3C=CC=CC13)C=NC=C2